N,N'-trimethylenebismaleimide C1(C=CC(N1CCCN1C(C=CC1=O)=O)=O)=O